COC1=CC=C(C=N1)NC(=O)C1CC1 N-(6-methoxypyridin-3-yl)cyclopropanecarboxamide